FC1=C2CCN(C2=CC(=C1)F)CC=1C=C(C=C2C(C=C(OC12)N1CCOCC1)=O)C(=O)NC1CCN(CC1)C 8-((4,6-difluoroindolin-1-yl)methyl)-N-(1-methylpiperidin-4-yl)-2-morpholino-4-oxo-4H-chromene-6-carboxamide